methyl 5-[5-(5-fluoro-2-methoxypyridin-4-yl)-1-{[2-(trimethylsilyl)ethoxy] methyl}pyrazole-3-carbonyl]-5-azaspiro[3.5]nonane-8-carboxylate FC=1C(=CC(=NC1)OC)C1=CC(=NN1COCC[Si](C)(C)C)C(=O)N1C2(CCC2)CC(CC1)C(=O)OC